2-methyl-2-[5-[(3R)-3-amino-5,5,7-trifluoro-2-oxo-1-[[4-[5-(trifluoromethyl)-2-pyridyl]phenyl]methyl]-3,4-dihydro-1-benzazepin-8-yl]-1,3,4-oxadiazol-2-yl]propanenitrile CC(C#N)(C)C=1OC(=NN1)C1=CC2=C(C(C[C@H](C(N2CC2=CC=C(C=C2)C2=NC=C(C=C2)C(F)(F)F)=O)N)(F)F)C=C1F